CCCCCCCCCCCCCCCCCCCCCC(=O)N[C@@H](CO[C@H]1[C@@H]([C@H]([C@@H]([C@H](O1)CO)O)O)O)[C@@H](/C=C/CCCCCCCCC(C)CC)O The molecule is a beta-D-glucosylceramide in which a beta-D-glucosyl residue attached to the primary hydroxyl group of N-docosanoyl-14-methylhexadecasphingosine. It is a metabolite of the nematode Caenorhabditis elegans. It has a role as a Caenorhabditis elegans metabolite. It derives from a 14-methylhexadecasphingosine and a docosanoic acid.